ClC=1C(=NC(=NC1)NC=1C(=CC(=C(C1)NC(C=C)=O)N(C)CCN(C)C)OC)NC1=C(C(=CC=C1)C)NS(=O)(=O)C N-(5-((5-chloro-4-((3-methyl-2-(methylsulfonamido)phenyl)amino)pyrimidin-2-yl)amino)-2-((2-(dimethylamino)ethyl)(methyl)amino)-4-methoxyphenyl)acrylamide